1-(tert-butyl)-N-((3-(7-(((3S,4R)-3-fluoro-1-methylpiperidin-4-yl)amino)-3-(1-fluorovinyl)pyrazolo[1,5-a]pyridin-2-yl)-1,2,4-oxadiazol-5-yl)methyl)-1H-pyrazole-4-carboxamide C(C)(C)(C)N1N=CC(=C1)C(=O)NCC1=NC(=NO1)C1=NN2C(C=CC=C2N[C@H]2[C@H](CN(CC2)C)F)=C1C(=C)F